6-[3-(1,1-Difluoroethyl)-4-fluoro-phenyl]pyrazolo[4,3-b]pyridin FC(C)(F)C=1C=C(C=CC1F)C=1C=C2C(=NC1)C=NN2